BrC1=C(C=C2C(C=CN3C2=C1OCC3C)=O)F 10-bromo-9-fluoro-3-methyl-2H-[1,4]oxazino[2,3,4-ij]quinolin-7(3H)-one